tellurapyrylium [Te+]1=CC=CC=C1